3-(2-amino-6-(1-(3-(2-hydroxypropan-2-yl)benzyl)-2-oxo-1,2-dihydropyridin-4-yl)-5-methylpyrimidin-4-yl)-2-methylbenzonitrile NC1=NC(=C(C(=N1)C=1C(=C(C#N)C=CC1)C)C)C1=CC(N(C=C1)CC1=CC(=CC=C1)C(C)(C)O)=O